C(CCCCCCCCCCCCCCCCCCCCCC)(=O)[O-] tricosan-ate